FC(C1=NN=C(S1)C1=CN=C2N1C=C(C=C2N2CCN(CC2)C(=O)OC(C)C)S(NC2(CC2)C)(=O)=O)F isopropyl 4-(3-(5-(difluoromethyl)-1,3,4-thiadiazol-2-yl)-6-(N-(1-methylcyclopropyl)sulfamoyl)imidazo[1,2-a]pyridin-8-yl)piperazine-1-carboxylate